FC=1C=C(C=CC1CC(N1CC(C1)CNC[C@@H]([C@H]([C@@H]([C@@H](CO)O)O)O)O)=O)CC(=O)OCCC1CCN(CC1)C1=NC=C(C=N1)Cl |r| 2-[1-(5-chloropyrimidin-2-yl)-4-piperidyl]ethyl 2-[3-fluoro-4-[2-oxo-2-[3-[[[rac-(2S,3R,4R,5R)-2,3,4,5,6-pentahydroxyhexyl]amino]methyl]azetidin-1-yl]ethyl]phenyl]acetate